4-(1-methyl-1H-pyrazolo[3,4-c]pyridin-5-yl)-5-(6-methylpyridin-2-yl)-1H-imidazol-2-amine CN1N=CC=2C1=CN=C(C2)C=2N=C(NC2C2=NC(=CC=C2)C)N